7-Hydroxy-dodecanoic acid OC(CCCCCC(=O)O)CCCCC